3-[2-(6-{6-azaspiro[3.4]octan-6-ylmethyl}-3-oxo-8-(trifluoromethyl)imidazo[1,5-a]pyridin-2-yl)-6-chloropyridin-4-yl]-4-(4-methyl-1,2,4-triazol-3-yl)benzonitrile C1CCC12CN(CC2)CC=2C=C(C=1N(C2)C(N(C1)C1=NC(=CC(=C1)C=1C=C(C#N)C=CC1C1=NN=CN1C)Cl)=O)C(F)(F)F